COC(CCC(=O)C=1SC=C(C1)C1=CN(C2=CC(=CC=C12)F)C(=O)OC(C)(C)C)=O 4-(4-(6-fluoro-1-Boc-1H-indol-3-yl)thiophen-2-yl)-4-oxobutyric acid methyl ester